C(C)(C)(C)OC(=O)N1CCC(CC1)C=1C=C2C(=C(N(C2=CC1)C(=O)OCC)C=1C(=C(C=2N(C1)N=CN2)C)C)C(C)C ethyl 5-(1-(tert-butoxycarbonyl)piperidin-4-yl)-2-(7,8-dimethyl-[1,2,4]triazolo[1,5-a]pyridin-6-yl)-3-isopropyl-1H-indole-1-carboxylate